C1(=C(C=CC=C1)N(C1=CC2=C(C=C1)C1=CC=CC=C1C21C=2C=CC=CC2C2=C(SC(=C21)C2=CC=CC=C2)C2=CC=CC=C2)C2=CC=1C(C3=CC=CC=C3C1C=C2)(C)C)C2=CC=CC=C2 N-{[1,1'-Biphenyl]-2-yl}-N-(9,9-dimethyl-9H-fluoren-2-yl)-1',3'-diphenylspiro[fluorene-9,8'-indeno[1,2-c]thiophen]-2-amin